Mono-glycerol monooleate C(CCCCCCC\C=C/CCCCCCCC)(=O)OCC(O)CO